FC(C=1C=C(C=CC1)C=1C=C2C(=NC1)C=NN2)(F)F 6-[3-(Trifluoromethyl)phenyl]pyrazolo[4,3-b]pyridin